Cl.Cl.Cl.Cl.NCCCN(CCP(OCCCCCCCCCC(CC)OP(OCCCCCCCC)(=O)CCN(CCCN)CCCN)(OCCCCCCCC)=O)CCCN Dodecan-1,10-diyl dioctyl bis((2-(bis(3-aminopropyl)amino)ethyl)-phosphonate) tetrahydrochloride